phenyl(ethyl-d)(fluorophenyl)pyridine C1(=CC=CC=C1)C1=C(C(=NC=C1)C1=C(C=CC=C1)F)CC[2H]